CC1=C(C=2N(N=C1N1CC=3C=C(C=NC3CC1)NC1=C(C(=CC=C1)C(F)(F)F)F)C=NN2)C 6-(7,8-dimethyl-[1,2,4]triazolo[4,3-b]pyridazin-6-yl)-N-[2-fluoro-3-(trifluoromethyl)phenyl]-7,8-dihydro-5H-1,6-naphthyridin-3-amine